C(C1=CC=CC=C1)OC(=O)N1CCN(CC1)C(C1=CC=CC=C1)C=1N=NN(N1)C1CC1 4-((2-cyclopropyl-2H-tetrazol-5-yl)(phenyl)methyl)piperazine-1-carboxylic acid benzyl ester